(S)-N-(5-(difluoromethoxy)-1H-pyrazol-3-yl)-3-(1-(pyridin-3-yl)ethyl)-3H-imidazo[4,5-b]pyridin-5-amine FC(OC1=CC(=NN1)NC1=CC=C2C(=N1)N(C=N2)[C@@H](C)C=2C=NC=CC2)F